O[C@@H]1[C@H](O[C@@H]([C@@H]([C@H]1O)O)OC1=C(C=CC(=C1)OC(F)(F)F)[C@H](C)NC(CN1N=NC2=C(C1=O)C=CC=C2)=O)C(=O)O (2S,3S,4S,5R,6R)-3,4,5-trihydroxy-6-(2-((S)-1-(2-(4-oxobenzo[d][1,2,3]triazin-3(4H)-yl)acetamido)ethyl)-5-(trifluoromethoxy)phenoxy)tetrahydro-2H-pyran-2-carboxylic acid